C(=O)(O)CN(C(CN1CCN(CCN(CCN(CC1)CC(=O)O)CC(=O)O)CC(=O)O)CCCC1=CC=C(C=C1)[N+](=O)[O-])CC(=O)O 2,2',2''-(10-(2-(bis(carboxymethyl)amino)-5-(4-nitrophenyl)pentyl)-1,4,7,10-tetraazacyclododecane-1,4,7-triyl)triacetic acid